8-methoxy-3-(6-propyl-3-pyridinyl)-2-(trifluoromethyl)-4H-pyrido[1,2-a]pyrimidin-4-one COC1=CC=2N(C(C(=C(N2)C(F)(F)F)C=2C=NC(=CC2)CCC)=O)C=C1